C(C1=CC=CC=C1)OC1=CC(=NC2=CC=NC(=C12)C1=CC=CC(=N1)C#N)C1=C(C=C(C(=C1)Cl)C(C)(C)C)C 6-[4-benzyloxy-2-(4-tert-butyl-5-chloro-2-methyl-phenyl)-1,6-naphthyridin-5-yl]pyridine-2-carbonitrile